{1-[2,6-difluoro-4-(4-isopropoxy-6-methyl-pyrimidin-2-yl)-phenyl]-pyrrolidin-3-yl}-acetic acid ethyl ester C(C)OC(CC1CN(CC1)C1=C(C=C(C=C1F)C1=NC(=CC(=N1)OC(C)C)C)F)=O